o-hydroxycoumaric acid OC1=C(/C=C/C(=O)O)C=CC(=C1)O